1-(2-chloropyrimidin-4-yl)-N-phenylpiperidine-4-amine ClC1=NC=CC(=N1)N1CCC(CC1)NC1=CC=CC=C1